3-(trifluoromethyl)-7,8,9,10-tetrahydro-5H-pyrazino[1,2-a]pyrido[3,2-E]pyrazin-6(6aH)-one FC(C1=CC=2NC(C3N(C2N=C1)CCNC3)=O)(F)F